4-(4-chlorophenyl)-6-ethoxy-2-(2-methyl-2H-indazol-5-yl)pyrido[2,3-b]pyrazin-3(4H)-one ClC1=CC=C(C=C1)N1C2=C(N=C(C1=O)C1=CC3=CN(N=C3C=C1)C)C=CC(=N2)OCC